butyl 4-(6-((4-(4-(1-((tert-butoxycarbonyl)amino)ethyl)-8-fluoro-2-methylquinolin-6-yl)-5-fluoropyrimidin-2-yl)amino)pyridin-3-yl)piperazine-1-carboxylate C(C)(C)(C)OC(=O)NC(C)C1=CC(=NC2=C(C=C(C=C12)C1=NC(=NC=C1F)NC1=CC=C(C=N1)N1CCN(CC1)C(=O)OCCCC)F)C